OC1=C(C=CC=C1)C=CC(C)=O 4-(hydroxyphenyl)-3-butene-2-one